2-(4-Carboxy-3'-fluorobiphenyl-3-yl)-1,3-dioxo-2,3-dihydro-1H-isoindole-5-carboxylic acid C(=O)(O)C1=C(C=C(C=C1)C1=CC(=CC=C1)F)N1C(C2=CC=C(C=C2C1=O)C(=O)O)=O